FC=1C=CC(=NC1)NC(C1=CC(=CC(=C1)C=1C=NC=CC1C)C)=O N-(5-fluoropyridin-2-yl)-3-methyl-5-(4-methylpyridin-3-yl)benzamide